N-(Azetidin-3-yl)-3-[[(3R,4R)-4-[4-chloro-2-(5-fluoro-2-pyridyl)-1H-imidazol-5-yl]-3-methyl-1-piperidyl]sulfonyl]propanamide N1CC(C1)NC(CCS(=O)(=O)N1C[C@@H]([C@@H](CC1)C1=C(N=C(N1)C1=NC=C(C=C1)F)Cl)C)=O